1-(methylsulfonyl)-4-((4-(4,4,5,5-tetramethyl-1,3,2-dioxaborolan-2-yl)phenoxy)methyl)piperidine CS(=O)(=O)N1CCC(CC1)COC1=CC=C(C=C1)B1OC(C(O1)(C)C)(C)C